tert-butyl (E)-2-(2,6-dimethoxy-4-(3-oxo-3-(6-oxo-3,6-dihydropyridin-1(2H)-yl)prop-1-en-1-yl)phenoxy)acetate COC1=C(OCC(=O)OC(C)(C)C)C(=CC(=C1)\C=C\C(N1CCC=CC1=O)=O)OC